Methyl-2,6-difluoro-benzoate COC(C1=C(C=CC=C1F)F)=O